diglycidyl ether diacrylate C(C=C)(=O)O.C(C=C)(=O)O.C(C1CO1)OCC1CO1